Tert-Butyl 3-(7-bromo-3-oxoisoquinolin-2(3H)-yl)-2,6-dioxopiperidine-1-carboxylate BrC=1C=CC2=CC(N(C=C2C1)C1C(N(C(CC1)=O)C(=O)OC(C)(C)C)=O)=O